C(C1=CC=CC=C1)OC=1C=C2C(C(=NC2=CC1)C1=CC=C(C=C1)OCC1=CC=CC=C1)(C)CC1=CC=C(OCCCC=O)C=C1 4-(4-((5-(benzyloxy)-2-(4-(benzyloxy)phenyl)-3-methyl-3H-indol-3-yl)methyl)phenoxy)butanal